C=CC cis-propene